acryloxyisobutyl-triisopropoxysilane C(C=C)(=O)OC(C)(C)O[Si](OC(C)C)(OC(C)C)CC(C)C